N-pentylidene-p-tert-butylbenzenesulfonamide C(CCCC)=NS(=O)(=O)C1=CC=C(C=C1)C(C)(C)C